COC1=CC=C(CN2N=CC(=C2C=2C=NN3C2N(CCC3)C(=O)OC(C)(C)C)[N+](=O)[O-])C=C1 tert-butyl 3-(1-(4-methoxybenzyl)-4-nitro-1H-pyrazol-5-yl)-6,7-dihydropyrazolo[1,5-a]pyrimidine-4(5H)-carboxylate